C(#N)CN1C(N(CC2=C1C=C(N=C2)CNC(C=C)=O)C2=C(C(=CC(=C2F)OC)OC)F)=O N-((1-(cyanomethyl)-3-(2,6-difluoro-3,5-dimethoxyphenyl)-2-oxo-1,2,3,4-tetrahydropyrido[4,3-d]pyrimidin-7-yl)methyl)acrylamide